CC(C)(C)[S@@](=O)/N=C/[C@@H]1OC[C@H](CC1)C(F)(F)F (R)-2-methyl-N-((E)-((trans)-5-(trifluoromethyl)-tetrahydro-2H-pyran-2-yl)methylene)propane-2-sulfinamide